5-[4-benzyloxy-5-methyl-2-(2-phenylethyl)pyrazol-3-yl]-4-[(4-methoxyphenyl)methyl]-1,2,4-triazole-3-thiol C(C1=CC=CC=C1)OC1=C(N(N=C1C)CCC1=CC=CC=C1)C=1N(C(=NN1)S)CC1=CC=C(C=C1)OC